C(C1=CC=CC=C1)N1CCC(CC1)=CP(OCC)(OCC)=O diethyl (1-benzylpiperidin-4-ylidene)methylphosphonate